methyl cis-3-methyl-6-(pyridine-2-carbonyl)-6-azabicyclo[3.1.1]heptane-1-carboxylate CC1CC2(N(C(C1)C2)C(=O)C2=NC=CC=C2)C(=O)OC